2-(tert-butyl)-N-(6-(6-((1-methyl-1H-pyrazol-4-yl)amino)pyrimidin-4-yl)-1,2,3,4-tetrahydronaphthalen-1-yl)thiazole-5-carboxamide C(C)(C)(C)C=1SC(=CN1)C(=O)NC1CCCC2=CC(=CC=C12)C1=NC=NC(=C1)NC=1C=NN(C1)C